5-[4-amino-2-(N-(2-amino-1-methyl-2-oxo-ethyl)-3,4-difluoro-anilino)thiazole-5-carbonyl]-N-(1-methylcyclobutyl)isoxazole-3-carboxamide NC=1N=C(SC1C(=O)C1=CC(=NO1)C(=O)NC1(CCC1)C)N(C1=CC(=C(C=C1)F)F)C(C(=O)N)C